(3-hydroxylazetidin-1-yl)ketone OC1CN(C1)C(=O)N1CC(C1)O